BrC=1C=CC(=C2C=CC=CC12)Cl 8-bromo-5-chloronaphthalene